(4-(1,1-difluoroethyl)cyclohexyl)methanol methyl-4-(4-methoxyphenyl)-2-(3-methylbenzoyl)-4-oxobutanoate CC(C(=O)OCC1CCC(CC1)C(C)(F)F)(CC(=O)C1=CC=C(C=C1)OC)C(C1=CC(=CC=C1)C)=O